C(C)(C)(C)C1=CC=C(C=C1)C1=CC=C(C=C1)B(O)O (4'-(tert-butyl)-[1,1'-biphenyl]-4-yl)boronic acid